IC1=NNC2=CC(=CC=C12)C1=NC(=NC=C1)NC(C)=O N-(4-(3-iodo-1H-indazol-6-yl)pyrimidin-2-yl)acetamide